glycerol monophosphate salt P(=O)(O)(O)O.OCC(O)CO